Cl.CC1CNC2=CC=CC=C12 3-methyl-2,3-dihydro-1H-indole hydrochloride